OCCN1C(C(CC1)NC(=O)C1=C(OC2=C1C=C(C=C2)OCC=2SC=CN2)C)=O N-(1-(2-hydroxyethyl)-2-oxopyrrolidin-3-yl)-2-methyl-5-(thiazol-2-ylmethoxy)benzofuran-3-carboxamide